[2-(aminomethyl)-3,3-difluoro-allyl]-4-[6-(4-piperazin-1-ylphenyl)-3-pyridinyl]-1,2,4-triazol-3-one bistrifluoroacetate salt FC(C(=O)O)(F)F.FC(C(=O)O)(F)F.NCC(CC=1N(C(NN1)=O)C=1C=NC(=CC1)C1=CC=C(C=C1)N1CCNCC1)=C(F)F